NCC(CNC(CC1CC1)C1=CN=C(S1)NC(OC(C)(C)C)=O)(F)F tert-butyl (5-(1-((3-amino-2,2-difluoropropyl)amino)-2-cyclopropylethyl)thiazol-2-yl)carbamate